5,6-dihydropyridine-1(2H)-carboxylic acid benzyl ester C(C1=CC=CC=C1)OC(=O)N1CC=CCC1